FC1=C(C=CC(=C1)B1OC(C(O1)(C)C)(C)C)N1C(N(C=C1)C)=O 1-(2-fluoro-4-(4,4,5,5-tetramethyl-1,3,2-dioxaborolan-2-yl)phenyl)-3-methyl-1,3-dihydro-2H-imidazol-2-one